ClCCCC[Si](OCCC)(OCCC)OCCC 4-chlorobutyltri-n-propoxysilane